O=C1NC2(CC(C2)C(=O)O)CC1=O (2s,4s)-6-oxo-7-oxo-5-azaspiro[3.4]octane-2-carboxylic acid